Tricyclo[4.3.1.1<2,5>]undec-3-en-10-ol C12C3C=CC(C(CCC1)C2O)C3